2-(3-bromophenyl)benzo[d]oxazole BrC=1C=C(C=CC1)C=1OC2=C(N1)C=CC=C2